(2-pyridyldithio)-propionate N1=C(C=CC=C1)SSC(C(=O)[O-])C